ClC=1C(=CC2=C(N=CS2)C1)B1OC(C(O1)(C)C)(C)C 5-chloro-6-(4,4,5,5-tetramethyl-(1,3,2-dioxaborolan-2-yl))benzothiazole